N-(tetrahydropyran-4-yl)pyridazin-3-ylFormamide O1CCC(CC1)N(C=O)C=1N=NC=CC1